potassium mevalonate C(C[C@@](O)(C)CCO)(=O)[O-].[K+]